5-iodo-1H-indole IC=1C=C2C=CNC2=CC1